FC([C@H](C)NC=1N=CC2=C(N1)NC=C2C2=CC=1N(C=C2)N=CC1C(=O)N)(F)F 5-(2-(((S)-1,1,1-trifluoropropan-2-yl)amino)-7H-pyrrolo[2,3-d]pyrimidin-5-yl)pyrazolo[1,5-a]pyridine-3-carboxamide